4-(benzyloxy)-2-((2-chloro-5-nitropyrimidin-4-yl)amino)-2-methylbutyronitrile C(C1=CC=CC=C1)OCCC(C#N)(C)NC1=NC(=NC=C1[N+](=O)[O-])Cl